2-((1-tert-butyl-1H-pyrazol-4-yl)amino)-4-(isopentylamino)pyrimidine-5-carboxamide C(C)(C)(C)N1N=CC(=C1)NC1=NC=C(C(=N1)NCCC(C)C)C(=O)N